BrC1=C(C=C(C(=O)N2C(CC(=C(C2)O)C(=O)[O-])C)C=C1)C(F)(F)F 1-(4-bromo-3-(trifluoromethyl)benzoyl)-5-hydroxy-2-methyl-1,2,3,6-tetrahydropyridine-4-carboxylate